((S)-2-(2-Chlorophenyl)-4,4-difluoropiperidin-1-yl)-N-((R,E)-4-(methylsulfonyl)but-3-en-2-yl)pyrazine-2-carboxamide ClC1=C(C=CC=C1)[C@H]1N(CCC(C1)(F)F)C=1C(=NC=CN1)C(=O)N[C@H](C)\C=C\S(=O)(=O)C